5-(4-bromo-1H-pyrazol-1-yl)-3-chloro-1-ethyl-6-(2,4,6-trifluorophenyl)pyridin-2(1H)-one BrC=1C=NN(C1)C=1C=C(C(N(C1C1=C(C=C(C=C1F)F)F)CC)=O)Cl